N-phenylcarbamic acid (dimethylphenyl) ester CC=1C(=C(C=CC1)OC(NC1=CC=CC=C1)=O)C